Cl.Cl.FC1=C(C=CC(=C1)[C@@H]1NC[C@@H](C1)O)C=1N=C2SC3=C(N2C1)C=C(C(=C3)C(=O)NC3CCN(CC3)C)OC (2-fluoro-4-((cis)-4-hydroxypyrrolidin-2-yl)phenyl)-6-methoxy-N-(1-methylpiperidin-4-yl)benzo[d]imidazo[2,1-b]thiazole-7-carboxamide dihydrochloride